1-(2-hydroxyethyl)cyclohexanol OCCC1(CCCCC1)O